[Si](C1=CC=CC=C1)(C1=CC=CC=C1)(C(C)(C)C)OCCN 2-(tert-butyldiphenylsilyloxy)ethylamine